ethyl (1S,3S,5R)-5-((2-acetamidoethoxy)methyl)-2-((4-phenoxybutanoyl) glycyl)-2-azabicyclo[3.1.0]hexane-3-carboxylate C(C)(=O)NCCOC[C@@]12C[C@H](N([C@H]2C1)C(CNC(CCCOC1=CC=CC=C1)=O)=O)C(=O)OCC